3-(trifluoromethyl)aniline tertbutyl-4-(piperidin-4-ylmethyl)piperazine-1-carboxylate C(C)(C)(C)OC(=O)N1CCN(CC1)CC1CCNCC1.FC(C=1C=C(N)C=CC1)(F)F